C(=O)N[C@@H](CCCCN)C(=O)O e-formyl-L-lysine